C(C)(C)(C)C=1C=CC=2C(NS(C=3C=CC=C(NC(CC[C@H]4CC(N(C2N1)C4)(C)C)C4=NC=C(C=C4)CC(C)C)N3)(=O)=O)=O (14S)-8-tert-butyl-12,12-dimethyl-17-[5-(2-methylpropyl)pyridin-2-yl]-2λ6-thia-3,9,11,18,23-pentaazatetracyclo[17.3.1.111,14.05,10]tetracosa-1(23),5(10),6,8,19,21-hexaene-2,2,4-trione